8-iodooct-2-yne ICCCCCC#CC